3-(10,11-dihydro-5H-dibenzo[a,d]cycloheptene-5-ylidene)-N,N-di(methyl-d3)-1-propanamine C1=CC=CC=2C(C3=C(CCC21)C=CC=C3)=CCCN(C([2H])([2H])[2H])C([2H])([2H])[2H]